1-(4-(3-isopropyl-2-(8-methoxy-7-methyl-[1,2,4]triazolo[1,5-a]pyridin-6-yl)-1H-indol-5-yl)piperidin-1-yl)-2-methylpropan-2-ol C(C)(C)C1=C(NC2=CC=C(C=C12)C1CCN(CC1)CC(C)(O)C)C=1C(=C(C=2N(C1)N=CN2)OC)C